CC1=CC=2N(C3=CC(=CC=C3C2C=C1)C)C1=C(C(=C(C(=C1N1C2=CC(=CC=C2C=2C=CC(=CC12)C)C)C1=NC(=NC(=C1)C1=CC=CC=C1)C1=CC=CC=C1)N1C2=CC(=CC=C2C=2C=CC(=CC12)C)C)N1C2=CC(=CC=C2C=2C=CC(=CC12)C)C)C=1SC2=C(N1)C=CC=C2 2-(2,3,5,6-tetrakis(2,7-dimethyl-9H-carbazol-9-yl)-4-(2,6-diphenylpyrimidin-4-yl)phenyl)benzo[d]thiazole